C(C)OC=1C=C(C=CC1)C1=CC=C(C(=O)N2CCN(CC2)C2=NC3=CC=CC=C3C(N2)=O)C=C1 2-[4-[4-(3-Ethoxyphenyl)benzoyl]piperazin-1-yl]-3H-quinazolin-4-one